OCCC(C(=O)NCC(CNC(C(CCCCCCCCCCCCCC)CCO)=O)O)CCCCCCCCCCCCCC 1,3-bis(N-2-(hydroxyethyl)palmitoylamino)-2-hydroxypropane